3-(1,1-dimethyl-ethyl)-5-hexenoic acid ethyl ester C(C)OC(CC(CC=C)C(C)(C)C)=O